[4-[[3-[4-(difluoromethoxy)phenyl]imidazo[1,2-a]pyrazin-8-yl]amino]-2-methylphenyl]-[4-[2-(dimethylamino)ethyl-methylamino]piperidin-1-yl]methanone FC(OC1=CC=C(C=C1)C1=CN=C2N1C=CN=C2NC2=CC(=C(C=C2)C(=O)N2CCC(CC2)N(C)CCN(C)C)C)F